5-methyl-2-propan-2-ylcyclohexan-1-one CC1CCC(C(C1)=O)C(C)C